C1(=CC=CC=C1)NC1=CC2=CC=C(C=C2C=C1)C=1OC2=C(C1)C=CC=C2 N-phenyl-6-(2-benzofuranyl)-2-naphthylamine